Cl.N1C[C@H](OCC1)C(=O)OC methyl (2S)-morpholine-2-carboxylate hydrochloride